(6-(1-Hydroxy-2-methyl-2-(pyridin-3-yl)propyl)pyridin-3-yl)carbamate OC(C(C)(C=1C=NC=CC1)C)C1=CC=C(C=N1)NC([O-])=O